C1(=CC=CC=C1)C=1NC(C2=C(N1)C(=NN2C)CCC)=O 5-phenyl-1-methyl-3-propyl-1,6-dihydro-7H-pyrazolo[4,3-d]pyrimidin-7-one